COC=1C=C2N=CC=3N(C(N4C(COC(=C2C34)C1C=1C=NN(C1)C)C1=NC=CC=C1)=O)C 6-methoxy-2-methyl-7-(1-methyl-1H-Pyrazol-4-yl)-10-(pyridin-2-yl)-9,10-dihydro-8-oxa-2,4,10a-triazanaphtho[2,1,8-cde]Azulene-1(2H)-one